ClC=1C=CC(=C(C1)C1=CC(N(C=C1OC)C(C(=O)NC1=CC(=C(C=C1)P(=O)(C)C)C)CC1=CC=CC=C1)=O)N1N=NC(=C1)Cl 2-(4-(5-chloro-2-(4-chloro-1H-1,2,3-triazol-1-yl)phenyl)-5-methoxy-2-oxopyridin-1(2H)-yl)-N-(4-(dimethylphosphoryl)-3-methylphenyl)-3-phenylpropionamide